bis(4-fluorophenyl) phosphate fluoride [F-].P(=O)(OC1=CC=C(C=C1)F)(OC1=CC=C(C=C1)F)[O-]